tert-butyl 4-((S)-(((S)-tert-butylsulfinyl)amino)(phenyl)methyl)piperidine-1-carboxylate C(C)(C)(C)[S@](=O)N[C@@H](C1CCN(CC1)C(=O)OC(C)(C)C)C1=CC=CC=C1